CC1=CN=CC(=N1)O 6-methylpyrazin-2-ol